C(C=C)(=O)N1C(CN(CC1)C1=NC(=NC=2CC(CCC12)N1CCCC2=CC=C(C=C12)F)OCC1N(CC1)CC(F)F)CC#N 2-(1-acryloyl-4-(2-((1-(2,2-difluoroethyl)azetidin-2-yl)methoxy)-7-(7-fluoro-3,4-dihydroquinolin-1(2H)-yl)-5,6,7,8-tetrahydroquinazolin-4-yl)piperazin-2-yl)acetonitrile